FC1(CCC(CC1)(O)C1=CC(=CC=2CCOC21)[N+](=O)[O-])F 4,4-Difluoro-1-(5-nitro-2,3-dihydrobenzofuran-7-yl)cyclohexane-1-ol